COC1=NC=NC=2CCN(CCC21)C(=O)C2=C(OC=1N=CN=C(C12)NC1(CC1)C)C 5-{4-methoxy-5h,6h,7h,8h,9h-pyrimido[4,5-d]azepine-7-carbonyl}-6-methyl-N-(1-methylcyclopropyl)furo[2,3-d]pyrimidin-4-amine